NC1=NN(C=C1C(=O)N)C1=C(C=C(C=C1C)C1CC1)C 3-amino-1-(4-cyclopropyl-2,6-dimethylphenyl)-1H-pyrazole-4-carboxamide